(S)-1-((R)-4-(12-amino-3-ethynyl-6,7-dihydro-5H-pyrido[3,4-c]pyrimido[5',4':4,5]pyrrolo[1,2-a]azepin-13-yl)cyclohex-3-ene-1-carbonyl)pyrrolidine-2-carbonitrile NC1=NC=NC2=C1C(=C1N2CCCC2=C1C=NC(=C2)C#C)C2=CC[C@@H](CC2)C(=O)N2[C@@H](CCC2)C#N